(R)-3-(3,4-dihydroxyphenyl)-2-hydroxypropionic acid OC=1C=C(C=CC1O)C[C@H](C(=O)O)O